1-(2-aminoethyl)-3-(3-chloro-2-piperazin-1-yl-6-quinolyl)imidazolidin-2-one dihydrochloride Cl.Cl.NCCN1C(N(CC1)C=1C=C2C=C(C(=NC2=CC1)N1CCNCC1)Cl)=O